C1(CCC1)COC(=O)NCC1=C(N=NN1C)C1=CC=C(C(=N1)C)O[C@H]1C2C(C2CC1)C(=O)O (±)-(2R)-2-((6-(5-((((cyclobutylmethoxy)carbonyl)amino)methyl)-1-methyl-1H-1,2,3-triazol-4-yl)-2-methylpyridin-3-yl)oxy)bicyclo[3.1.0]hexane-6-carboxylic acid